2-chloro-6-[({4-[5-(trifluoromethyl)-1,2,4-oxadiazol-3-yl]pyridin-2-yl}oxy)methyl]pyrazine ClC1=NC(=CN=C1)COC1=NC=CC(=C1)C1=NOC(=N1)C(F)(F)F